N-(3,4-dimethoxyphenyl)-N-methyl-4-trifluoromethylquinolin-2-amine COC=1C=C(C=CC1OC)N(C1=NC2=CC=CC=C2C(=C1)C(F)(F)F)C